FC(OC1=C(C=CC(=C1)N1CCC(CC1)N1C[C@H](N([C@H](C1)C)C)C)NC1=NC=C(C(=N1)NC1=C(SC=C1)C(=O)N)C(F)(F)F)F 3-((2-((2-(difluoromethoxy)-4-(4-((3R,5S)-3,4,5-trimethylpiperazin-1-yl)piperidin-1-yl)phenyl)amino)-5-(trifluoromethyl)pyrimidin-4-yl)amino)thiophene-2-carboxamide